1-((4-Fluorobenzyl)amino)-N-(2-(methylamino)ethyl)-10H-phenothiazine-3-carboxamide trihydrochloride Cl.Cl.Cl.FC1=CC=C(CNC2=CC(=CC=3SC4=CC=CC=C4NC23)C(=O)NCCNC)C=C1